5-((3-(4-methylpent-1-ynyl)phenyl)sulfinyl)-1H-1,2,3-triazole-4-carboxylic acid ethyl ester C(C)OC(=O)C=1N=NNC1S(=O)C1=CC(=CC=C1)C#CCC(C)C